N-[6-(5-chloro-1,3-benzoxazol-2-yl)spiro[3.3]heptane-2-yl]-1-(3-chloro-2-methyl-phenyl)-5-oxo-pyrrolidine-3-carboxamide ClC=1C=CC2=C(N=C(O2)C2CC3(CC(C3)NC(=O)C3CN(C(C3)=O)C3=C(C(=CC=C3)Cl)C)C2)C1